C(C)OC(=O)C1=C(SC=C1)Br 2-bromo-3-thiophenecarboxylic acid ethyl ester